3,5,7-trihydroxy-2-(4-methoxyphenyl)chromen-4-one OC1=C(OC2=CC(=CC(=C2C1=O)O)O)C1=CC=C(C=C1)OC